FC(/C(=C(\C(F)(F)F)/F)/F)(F)F (Z)-1,1,1,2,3,4,4,4-octafluoro-2-butene